2-lauroylthioethyltriethoxysilane C(CCCCCCCCCCC)(=O)SCC[Si](OCC)(OCC)OCC